3-chloro-5-(4-fluorophenyl)pyridazine ClC=1N=NC=C(C1)C1=CC=C(C=C1)F